C(C1=CC=CC=C1)(=O)ONC(CCCCCC)C(C1=CC=C(C=C1)S(=O)(=O)C1=CC=CC=C1)=O [1-(4-phenylsulfonyl benzoyl) heptylamino] benzoate